C(C1=CC=CC=C1)(=O)C1CC1C(=O)OCC1=CC=CC=C1 2-benzoyl-3-benzyloxycarbonylcyclopropane